OC/C=C/C1=CC(=C(C=C1)O)OC 4-[(E)-3-hydroxyprop-1-enyl]-2-methoxyphenol